N1-Phenylmalonamide C1(=CC=CC=C1)NC(CC(=O)N)=O